methyl (S)-2-chloro-6-((2-oxopyrrolidin-3-yl)amino)pyrimidine-4-carboxylate ClC1=NC(=CC(=N1)C(=O)OC)N[C@@H]1C(NCC1)=O